N(=[N+]=[N-])C(C)(C1=CC=CC=C1)C1=NN(C2=CN=C(C=C21)NC2=CC=C1C(=N2)CC(OC1=O)(C)C)C1CC1 ((3-(1-azido-1-phenylethyl)-1-cyclopropyl-1H-pyrazolo[3,4-c]pyridin-5-yl)amino)-7,7-dimethyl-7,8-dihydro-5H-pyrano[4,3-b]pyridin-5-one